COC1=NN(C=C1C(=O)NC1=NC(=CC=C1)C=1N2C(=NN1)CC[C@@H]2C)C2CC(N(C(C2)(C)C)C)(C)C (S)-3-methoxy-N-(6-(5-methyl-6,7-dihydro-5H-pyrrolo[2,1-c][1,2,4]triazol-3-yl)pyridin-2-yl)-1-(1,2,2,6,6-pentamethylpiperidin-4-yl)-1H-pyrazole-4-carboxamide